ClC1=C(C(=CC(=C1Cl)Cl)F)CC(C)N(C(=O)C=1C(=NN(C1)C)C(F)F)OC 3-difluoromethyl-1-methyl-1H-pyrazole-4-carboxylic acid [2-(2,3,4-trichloro-6-fluorophenyl)-1-methyl-ethyl]-methoxy-amide